The molecule is a steroid phosphate oxoanion which is the dianion obtained by the deprotonation of the phosphate OH groups of betamethasone phosphate. It is a conjugate base of a betamethasone phosphate. C[C@H]1C[C@H]2[C@@H]3CCC4=CC(=O)C=C[C@@]4([C@]3([C@H](C[C@@]2([C@]1(C(=O)COP(=O)([O-])[O-])O)C)O)F)C